C(C)(C)(C)OC(=O)N1C[C@@H]([C@H](CC1)O)[C@@H]1N2C(C3=CC=CC=C13)=CN=C2 (3R,4S)-4-hydroxy-3-((S)-5H-imidazo[5,1-a]isoindol-5-yl)piperidine-1-carboxylic acid tert-butyl ester